7-chloro-3,4-dihydro-2H-benzo[b][1,4]Oxazine-2-carboxylic acid ClC=1C=CC2=C(OC(CN2)C(=O)O)C1